ClC1=NC=CC=C1C#CC(C)(C)NC1=C(C=CC(=C1)C)[N+](=O)[O-] N-(4-(2-chloropyridin-3-yl)-2-methylbut-3-yn-2-yl)-5-methyl-2-nitroaniline